N-((3R,4S)-4-fluoropyrrolidin-3-yl)-4-(4-(trifluoromethyl)phenyl)phthalazin-1-amine, formic acid salt C(=O)O.F[C@@H]1[C@@H](CNC1)NC1=NN=C(C2=CC=CC=C12)C1=CC=C(C=C1)C(F)(F)F